BrC1=CC(=CC=C1)[Si](C)(C)C 1-bromo-3-(trimethylsilyl)benzene